COC=1C=C2C(N=C(NC2=CC1OC1CCOCC1)C)=O 6-methoxy-2-methyl-7-((tetrahydro-2H-pyran-4-yl)oxy)quinazoline-4(1H)-on